silver N-(phenylsulfonyl)benzenesulfonamide salt C1(=CC=CC=C1)S(=O)(=O)NS(=O)(=O)C1=CC=CC=C1.[Ag]